benzylidene-camphan-2-one methylsulfate COS(=O)(=O)O.C(C1=CC=CC=C1)=C1C(C2(CCC1C2(C)C)C)=O